BrC1=CC=CC=2NC(=NC21)NC2=CNC1=CC=C(C=C21)Br 4-bromo-N-(5-bromo-1H-indol-3-yl)-1H-benzo[d]imidazol-2-amine